C[Si](CCCCCC[Si](OCC)(OCC)C)(OCC)OCC 1,6-bis(methyldiethoxysilyl)hexane